S1C=NC2=C1C=CC(=C2)NC2=CC=NC1=CC(=CC=C21)C2=C(C=C(C=C2)C(=O)N2CC1(C2)CNC1)Cl (4-(4-(benzo[d]thiazol-5-ylamino)quinolin-7-yl)-3-chlorophenyl)(2,6-diazaspiro[3.3]heptan-2-yl)methanone